methyl (2S)-2-[[(1S,3aR,7aS)-2-(4-methoxy-1H-indole-2-carbonyl)-1,3,3a,4,5,6,7,7a-octahydroisoindole-1-carbonyl]amino]-3-[(3S)-2-oxo-3-piperidyl]propanoate COC1=C2C=C(NC2=CC=C1)C(=O)N1[C@@H]([C@H]2CCCC[C@H]2C1)C(=O)N[C@H](C(=O)OC)C[C@H]1C(NCCC1)=O